N1(C=NC2=C1C=CC=C2)C2=CC=C(C=C2)NC(=O)NC=2N(N=C(C2)C(C)(C)C)C2=NC=CC=C2 1-(4-benzimidazol-1-yl-phenyl)-3-(5-tert-butyl-2-pyridin-2-yl-2H-pyrazol-3-yl)-urea